Benzoyl-N-phenylhydroxylamine C(C1=CC=CC=C1)(=O)N(O)C1=CC=CC=C1